Tetraethyl 2,2'-(1,3-phenylenebis(methylene))dimalonate C1(=CC(=CC=C1)CC(C(=O)OCC)C(=O)OCC)CC(C(=O)OCC)C(=O)OCC